2'-cyclobutyl-3'-fluoro-6-({(1R,3R)-3-[(1,4,4-trimethyl-L-prolyl)amino]cyclopentyl}oxy)[1,1'-biphenyl]-3-carboxylic acid C1(CCC1)C1=C(C=CC=C1F)C1=CC(=CC=C1O[C@H]1C[C@@H](CC1)NC([C@H]1N(CC(C1)(C)C)C)=O)C(=O)O